NCCCCCCCC(=O)OC(CCCCCCCC)CCCCCCCC 1-octylnonyl 8-aminooctanoate